2-(2-chloro-6-fluorophenyl)-N-[6-(3,4-difluorophenylamino)pyridazin-4-yl]acetamide ClC1=C(C(=CC=C1)F)CC(=O)NC1=CN=NC(=C1)NC1=CC(=C(C=C1)F)F